FC=1C(=CC2=C(OCO2)C1)C=O 6-fluorobenzo[d][1,3]dioxolane-5-carbaldehyde